(S)-1-(2-chloro-6-fluorobenzyl)-N-(2-hydroxyethyl)-3,4-dimethyl-2-oxo-N-(2,4,6-trifluorobenzyl)-1,2,3,4-tetrahydroquinazoline-7-carboxamide ClC1=C(CN2C(N([C@H](C3=CC=C(C=C23)C(=O)N(CC2=C(C=C(C=C2F)F)F)CCO)C)C)=O)C(=CC=C1)F